1,8-diazabicyclo[5.4.0]-undecane N12CCCCCC2NCCC1